OCC=1N=C2C(=NC1N1CCC(CC1)(C(NC=1C=NC3=CC=CN=C3C1)=N)C)N(N=C2I)C2OCCCC2 1-(5-(hydroxymethyl)-3-iodo-1-(tetrahydro-2H-pyran-2-yl)-1H-pyrazolo[3,4-b]pyrazin-6-yl)-4-methyl-N-(1,5-naphthyridin-3-yl)piperidine-4-carboximidamide